OC1=C2CN(C(C2=CC=C1)=O)C1C(NC(CC1)=O)=O 3-(4-hydroxy-1-oxoisoindolin-2-yl)piperidine-2,6-dione